[bis(2-hydroxyethyl)amino]acetic acid OCCN(CCO)CC(=O)O